C(C)C1=C2C(=CC(=CC2=CC=C1F)O)C1=C(C=2N=C(N=C(C2C=N1)N1CCOCCC1)OC[C@]12CCCN2C[C@@H](C1)F)F 5-ethyl-6-fluoro-4-(8-fluoro-2-(((2R,7aS)-2-fluorotetrahydro-1H-pyrrolizin-7a(5H)-yl)methoxy)-4-(1,4-oxazepan-4-yl)pyrido[4,3-d]pyrimidin-7-yl)naphthalen-2-ol